FC1=C(C(=CC=C1)C)N1N=C2C(=CC1=O)NN=C2C2=CC=C(C=C2)N2CCN(CC2)C 4-(4-(5-(2-Fluoro-6-methylphenyl)-6-oxo-5,6-dihydro-1H-pyrazolo[4,3-c]pyridazin-3-yl)phenyl)-1-methylpiperazin